ClC1=NC(=C(C(=C1C(=O)NC=1SC(=NN1)OCC12CCC(CC1)(CC2)O)C2=CC=NC=C2)OC)C 2-chloro-N-(5-((4-hydroxybicyclo(2.2.2)octane-1-yl)methoxy)-1,3,4-thiadiazol-2-yl)-5-methoxy-6-methyl-(4,4-bipyridine)-3-carboxamide